aminopropyl-ethyl-maleimide Methyl-cis-3-((tert-butoxycarbonyl)amino)-5-oxocyclohexane-1-carboxylate COC(=O)[C@@H]1C[C@@H](CC(C1)=O)NC(=O)OC(C)(C)C.NCCCC1=C(C(=O)NC1=O)CC